ClC1=C(CC2=CC=CC3=C2NC(=NS3(=O)=O)NCC3=NC=CC=C3F)C=CC=C1 5-(2-chlorobenzyl)-3-(((3-fluoropyridin-2-yl)methyl)amino)-4H-benzo[e][1,2,4]thiadiazine 1,1-dioxide